Imidazo[1,2-a]pyridine-6-carboxylic acid 4-(4-amino-cyclohexylsulfamoyl)-benzylamide NC1CCC(CC1)NS(=O)(=O)C1=CC=C(CNC(=O)C=2C=CC=3N(C2)C=CN3)C=C1